FC=1C=C2C(=NC=3N(C2=CC1)C(=NN3)C)N3CCCC1=C(C=CC=C31)C#CC3(CCC3)O 1-((1-(7-fluoro-1-methyl-[1,2,4]triazolo[4,3-a]quinazolin-5-yl)-1,2,3,4-tetrahydroquinolin-5-yl)ethynyl)cyclobutan-1-ol